NC1=NC=NC=2N(C3=C(C=C(C=C3C21)OC)C)CC(=O)N2C1CC1CC2C(=O)NC2=NC(=CC=C2)Br 2-(2-(4-amino-6-methoxy-8-methyl-9H-pyrimido[4,5-b]indol-9-yl)acetyl)-N-(6-bromopyridin-2-yl)-2-azabicyclo[3.1.0]hexane-3-carboxamide